2-(3-(((3-(2-chloro-6-fluorophenyl)-5-cyclopropylisoxazol-4-yl)methoxy)methyl)-3-fluoro-8-azabicyclo[3.2.1]oct-8-yl)-4-fluorobenzo[d]thiazole-6-carboxylic acid ClC1=C(C(=CC=C1)F)C1=NOC(=C1COCC1(CC2CCC(C1)N2C=2SC1=C(N2)C(=CC(=C1)C(=O)O)F)F)C1CC1